dichlorodi-p-tolylsilane Cl[Si](C1=CC=C(C=C1)C)(C1=CC=C(C=C1)C)Cl